3a,4,6,7-tetrahydro-3H-[1,2,3]oxadiazolo[4,3-c][1,4]thiazin-8-ium-3-ol N=1OC(C2CSCC[N+]21)O